ethyl 2-(1-methylsulfonylcyclopropyl)thiazole-5-carboxylate CS(=O)(=O)C1(CC1)C=1SC(=CN1)C(=O)OCC